C(C(C)(C)C)(=O)OOC(CC(C)(C)C)(C)C 1,1,3,3-Tetramethylbutyl peroxypivalate